diphenyl-(4-phenylsulfanylphenyl)sulfonium hexafluoroantimonate F[Sb-](F)(F)(F)(F)F.C1(=CC=CC=C1)[S+](C1=CC=C(C=C1)SC1=CC=CC=C1)C1=CC=CC=C1